NC1=CC=C(C=C1)NC(=O)C=1N=NSC1 N-(4-aminophenyl)-4-thiadiazolecarboxamide